Cl.N[C@@H](CCC(=O)N)[C@@H](C)OCC1=CC=C(C=C1)CCCOCCCCCCOCCCC1=CC=CC=2N(C(N(C21)C)=O)C2C(NC(CC2)=O)=O (4S,5R)-4-amino-5-[(4-[3-[(6-[3-[1-(2,6-dioxopiperidin-3-yl)-3-methyl-2-oxo-1,3-benzodiazol-4-yl]propoxy]hexyl)oxy]propyl]phenyl)meth-oxy]hexanamide hydrochloride